CC(CCCN)CCCCCN 4-methylnonamethylenediamine